5-(1-(((1S,3S)-3-fluorocyclopentyl)methyl)-1H-pyrazol-4-yl)-6-(quinolin-7-yl)picolinonitrile F[C@@H]1C[C@H](CC1)CN1N=CC(=C1)C=1C=CC(=NC1C1=CC=C2C=CC=NC2=C1)C#N